NC1=NC=2C3=C(C(CC2C=N1)(C)C)C(=NN3)C(=O)NC3=CC=C(C=C3)N3CCN(CC3)C 8-amino-4,4-dimethyl-N-[4-(4-methylpiperazin-1-yl)phenyl]-4,5-dihydro-1H-pyrazolo[4,3-H]quinazoline-3-carboxamide